tert-Butyl 6-[4-[[3-(3-hydroxyphenyl)-5-propan-2-yloxyphenyl]methyl]piperazin-1-yl]pyridazine-3-carboxylate OC=1C=C(C=CC1)C=1C=C(C=C(C1)OC(C)C)CN1CCN(CC1)C1=CC=C(N=N1)C(=O)OC(C)(C)C